N-(3-(2'-fluoro-[1,1'-biphenyl]-4-yl)propyl)-3,5-dimethylisoxazole-4-carboxamide FC1=C(C=CC=C1)C1=CC=C(C=C1)CCCNC(=O)C=1C(=NOC1C)C